CN1[C@H]([C@H](CCC1)C1=CC=2C(=NC=C(C2NC=2C(=CC3=C(N=CS3)C2F)F)F)S1)C N-(2-((2S,3S)-1,2-dimethylpiperidin-3-yl)-5-fluorothieno[2,3-b]pyridin-4-yl)-4,6-difluorobenzo[d]thiazol-5-amine